C1(CCCC1)OC[C@@H]1CN(CC2=C(N1CC1=NC=CC(=C1)N)C=CC=C2)S(=O)(=O)C(F)(F)F (S)-2-((2-((Cyclopentyloxy)methyl)-4-((trifluoromethyl)sulfonyl)-2,3,4,5-tetrahydro-1H-benzo[e][1,4]diazepin-1-yl)methyl)pyridin-4-amine